The molecule is an oligosaccharide derivative that is an undecasaccharide in which two tetrasaccharide branches, each formed from alpha-L-fucosyl-(1->3)-[beta-D-galactosyl-(1->4)]-N-acetyl-beta-D-glucosaminyl-(1->2)-alpha-D-mannose, are linked (1->3) and (1->6) to the mannose residue of a trisaccharide chain consisting of mannose and two N-acetylglucosamine residues all linked beta(1->4) with a beta-configuration of the anomeric carbon of the N-acetylglucosamine residue at the reducing end. It has a role as an epitope. It is a glucosamine oligosaccharide and an amino oligosaccharide. C[C@H]1[C@H]([C@H]([C@@H]([C@@H](O1)O[C@@H]2[C@H]([C@@H](O[C@@H]([C@H]2O[C@H]3[C@@H]([C@H]([C@H]([C@H](O3)CO)O)O)O)CO)O[C@H]4[C@H]([C@@H]([C@H](O[C@@H]4OC[C@@H]5[C@H]([C@@H]([C@@H]([C@@H](O5)O[C@@H]6[C@H](O[C@H]([C@@H]([C@H]6O)NC(=O)C)O[C@@H]7[C@H](O[C@H]([C@@H]([C@H]7O)NC(=O)C)O)CO)CO)O)O[C@@H]8[C@H]([C@H]([C@@H]([C@H](O8)CO)O)O)O[C@H]9[C@@H]([C@H]([C@@H]([C@H](O9)CO)O[C@H]1[C@@H]([C@H]([C@H]([C@H](O1)CO)O)O)O)O[C@H]1[C@H]([C@@H]([C@@H]([C@@H](O1)C)O)O)O)NC(=O)C)O)CO)O)O)NC(=O)C)O)O)O